ClC1=CC=C2C(=CC(N(C2=N1)C1=C(C=CC=C1)Cl)=O)O 7-chloro-1-(2-chlorophenyl)-4-hydroxy1,8-Naphthyridin-2(1H)-one